BrC1=CC=CC2=C1SC(=C2)C2=C(C(=NC(=C2C(=O)O)CCC2=CC=C(C=C2)F)CC(C)C)C(N)=O 4-(7-bromobenzo[b]thiophen-2-yl)-5-carbamoyl-2-(4-fluorophenethyl)-6-isobutylnicotinic acid